COCCN1N=C(C2=NC=CC=C21)C2=NC=CC(=C2)C2=NOC(=N2)C(F)(F)F 3-(2-(1-(2-Methoxyethyl)-1H-pyrazolo[4,3-b]pyridin-3-yl)pyridin-4-yl)-5-(trifluoromethyl)-1,2,4-oxadiazole